(cis)-4-(4-bromo-2-oxo-2,3-dihydro-1H-1,3-benzodiazol-1-yl)-N-(4-chloro-3-methylphenyl)cyclohexane-1-carboxamide BrC1=CC=CC=2N(C(NC21)=O)[C@H]2CC[C@H](CC2)C(=O)NC2=CC(=C(C=C2)Cl)C